ClC1=C(OCC(=O)[O-])C=CC(=C1)Cl.C(C)(C)[NH3+] isopropylammonium (2,4-dichlorophenoxy)acetate